1-((7-bromo-6-methyl-8-(pyrimidin-2-yl)pyrrolo[1,2-a]pyrazin-1-yl)oxy)-1H-benzo[d][1,2,3]triazole BrC=1C(=C2N(C=CN=C2ON2N=NC3=C2C=CC=C3)C1C)C1=NC=CC=N1